CC1=C(C(=NC=2N1C(N(N2)CC2=C(C#N)C=CC=C2)=O)N2CC=1C=C(C=NC1CC2)C(F)(F)F)C 2-((5,6-dimethyl-3-oxo-7-(3-(trifluoromethyl)-7,8-dihydro-1,6-naphthyridin-6(5H)-yl)-[1,2,4]triazolo[4,3-a]pyrimidin-2(3H)-yl)methyl)benzonitrile